COC1=CC=C(C=C1)C(OC[C@@H]1[C@H]([C@H]([C@@H](O1)N1C=2N=C(NC(C2N=C1)=O)C(C(=O)N)(C)C)O[Si](C)(C)C(C)(C)C)O[Si](C)(C)C(C)(C)C)(C1=CC=CC=C1)C1=CC=C(C=C1)OC (9-((2R,3R,4R,5R)-5-((bis(4-methoxyphenyl)(phenyl)methoxy)methyl)-3,4-bis((tert-butyldimethylsilyl)oxy)tetrahydrofuran-2-yl)-6-oxo-6,9-dihydro-1H-purin-2-yl)isobutyramide